C(C=C)C=1C=C(C=CC1CC1=CC=C(C=C1)C=C)C(C)(C)C1=CC(=C(C=C1)CC1=CC=C(C=C1)C=C)CC=C 2,2-bis[3-allyl-4-(4-vinylbenzyl)phenyl]propane